2-(5-Bromopyrimidin-2-yl)-6-(2,4-dimethylphenyl)-5,6,7,8-tetrahydrophthalazin-1(2H)-one BrC=1C=NC(=NC1)N1C(C=2CCC(CC2C=N1)C1=C(C=C(C=C1)C)C)=O